(S)-2-amino-3-(6-(4-methoxyphenyl)-1H-indol-3-yl)propanoic acid N[C@H](C(=O)O)CC1=CNC2=CC(=CC=C12)C1=CC=C(C=C1)OC